ClCC1=C(C=NN1C)C1=CC=C(C(=N1)C)NC(OC(C)(C)C)=O tert-butyl N-[6-[5-(chloromethyl)-1-methylpyrazol-4-yl]-2-methylpyridin-3-yl]carbamate